4-amino-N-[4-(2-fluorophenoxy)-6-(2-isopropylphenyl)pyrimidin-2-yl]benzenesulfonamide NC1=CC=C(C=C1)S(=O)(=O)NC1=NC(=CC(=N1)OC1=C(C=CC=C1)F)C1=C(C=CC=C1)C(C)C